S(=O)(=O)(OCCCCCCCCCCCC)[O-].[Ho+3].C(CCCCCCCCCCC)OS(=O)(=O)[O-].C(CCCCCCCCCCC)OS(=O)(=O)[O-] Holmium Dodecyl Sulfate